N1=C2C(=NC=C1)NC=C2C=2SC=C(N2)C=2C=C(C=CC2)[C@@]2(C(N(CCC2)C)=O)O (S)-3-(3-(2-(5H-pyrrolo[2,3-b]pyrazin-7-yl)thiazol-4-yl)phenyl)-3-hydroxy-1-methylpiperidin-2-one